2-(tetrahydro-2H-pyran-4-yl)ethyl 1-methyl-D-tryptophanate CN1C=C(C[C@@H](N)C(=O)OCCC2CCOCC2)C2=CC=CC=C12